CN(C1=CC=NC=C1)C 4-(Dimethylamino)pyridine